(2R)-N-(3,3-difluorocyclobutyl)-2-{methyl[2-(pyridin-2-yl)-5H,6H,7H-cyclopenta[d]pyrimidin-4-yl]amino}propanamide FC1(CC(C1)NC([C@@H](C)N(C=1C2=C(N=C(N1)C1=NC=CC=C1)CCC2)C)=O)F